FC1(CN(CCOC1)C=O)F (6,6-difluoro-1,4-oxazepan-4-yl)-methanon